ClC1=CC(=C(C=C1Cl)O)[C@@H](C1CCN(CC1)C)O (R)-4,5-dichloro-2-(hydroxy(1-methylpiperidin-4-yl)methyl)phenol